FC1=C2CCC(C2=CC=C1[N+](=O)[O-])=O 4-fluoro-5-nitro-2,3-dihydro-1H-inden-1-one